C(C)C=1C=C2C(=C(C(=NC2=C(C1)F)N1C[C@](CC1)(NC[C@H]1COCC1)C)C1=NC(=NO1)C)C (S)-1-(6-ethyl-8-fluoro-4-methyl-3-(3-methyl-1,2,4-oxadiazol-5-yl)quinolin-2-yl)-3-methyl-N-(((S)-tetrahydrofuran-3-yl)methyl)pyrrolidin-3-amine